3-chloro-N-(8-fluoro-1,2,3,5,6,7-hexahydros-indacen-4-ylcarbamoyl)-5-(2-hydroxypropan-2-yl)benzenesulfonamide ClC=1C=C(C=C(C1)C(C)(C)O)S(=O)(=O)NC(NC1=C2CCCC2=C(C=2CCCC12)F)=O